4-(4,8-dichloropyrido[3,4-d]pyrimidin-6-yl)thiomorpholine 1,1-dioxide ClC=1C2=C(N=CN1)C(=NC(=C2)N2CCS(CC2)(=O)=O)Cl